Cl.N1C(CCCC1)CCCO 3-(piperidin-2-yl)propan-1-ol hydrochloride